C(C)(C)OC1=CC(=NC=C1)NC=1OC(=NN1)C1=NC=C(C=C1)OC N-(4-isoprop-oxypyridin-2-yl)-5-(5-methoxy-pyridin-2-yl)-1,3,4-oxadiazol-2-amine